(1H-Indol-2-yl)(6-(methyl(7H-pyrrolo[2,3-d]pyrimidin-4-yl)amino)-2-azaspiro[3.3]heptan-2-yl)methanon N1C(=CC2=CC=CC=C12)C(=O)N1CC2(C1)CC(C2)N(C=2C1=C(N=CN2)NC=C1)C